C(C)(C)(C)OC(=O)[C@H]1N([C@H](CC1)CCO)CC1=CC=CC=C1 (2S,5R)-1-benzyl-5-(2-hydroxyethyl)pyrrolidine-2-carboxylic acid tert-butyl ester